C(C=1C(N)=CC=CC1)(=O)OC1[C@H](O)[C@H](O)[C@H](O1)COP(=O)(O)O 5-phosphoribosyl anthranilate